C1(CC1)N(C(=O)[C@H]1CN(CCC1)C=1C=C(OC(C(=O)N2CCN(CC2)C(=O)OC(C)(C)C)(C)C)C=CC1)CC1=CC=C(C=C1)C1=NC=CC=C1 tert-butyl (R)-4-(2-(3-(3-(cyclopropyl(4-(pyridin-2-yl)benzyl)carbamoyl) piperidin-1-yl)phenoxy)-2-methylpropanoyl)piperazine-1-carboxylate